tert-butyl (3-(5-(N-(tert-butoxycarbonyl)-S-methylsulfonimidoyl)benzofuran-2-carboxamido)-4'-fluoro-[1,1'-biphenyl]-4-yl)carbamate C(C)(C)(C)OC(=O)N=S(=O)(C)C=1C=CC2=C(C=C(O2)C(=O)NC=2C=C(C=CC2NC(OC(C)(C)C)=O)C2=CC=C(C=C2)F)C1